C(C(C)C)N(C1=CC=C(C=C1)NC1=CC=C(C=C1)N)CC(C)C [4-(diisobutylamino)phenyl]-1,4-phenylenediamine